2-(3-pentadecylphenoxymethyl)oxirane C(CCCCCCCCCCCCCC)C=1C=C(OCC2OC2)C=CC1